FC1(CCC(CC1)[C@H](NC(=O)C1=NON=C1C)C=1N=C2N(N=CC(=N2)C2(COC2)N2C(N[C@H](C2)C(F)(F)F)=O)C1)F N-[(S)-(4,4-Difluorocyclohexyl)(3-{3-[(4R)-2-oxo-4-(trifluoromethyl)imidazolidin-1-yl]-oxetan-3-yl}imidazo[1,2-b][1,2,4]triazin-6-yl)methyl]-4-methyl-1,2,5-oxadiazole-3-carboxamide